(3R,4S)-3-cyclopropyl-1-[6-(4-ethylpyridin-3-yl)pyrrolo[1,2-b]pyridazin-4-yl]-4-methyl-2-oxopyrrolidine-3-carbonitrile C1(CC1)[C@]1(C(N(C[C@H]1C)C=1C=2N(N=CC1)C=C(C2)C=2C=NC=CC2CC)=O)C#N